N[C@@H](C(C)C)C(=O)OC[C@H]1O[C@H]([C@]([C@@H]1OC(C)=O)(C)F)N1C2=NC(=NC(=C2N=C1)NC)N ((2R,3R,4R,5R)-3-acetoxy-5-(2-amino-6-(methylamino)-9H-purin-9-yl)-4-fluoro-4-methyltetrahydrofuran-2-yl)methyl L-valinate